7-[4-[(R)-amino(5-chloro-2-hydroxy-4-methylphenyl)methyl]piperidine-1-carbonyl]-3,4-dihydro-1H-quinolin-2-one N[C@H](C1CCN(CC1)C(=O)C1=CC=C2CCC(NC2=C1)=O)C1=C(C=C(C(=C1)Cl)C)O